C(=C)C=1C(=NC=CC1)COC1=NN=C(S1)NC(=O)C=1C=NC(=CC1C1=C(C=CC=C1)OC)C N-(5-((3-vinylpyridin-2-yl)methoxy)-1,3,4-thiadiazol-2-yl)-4-(2-methoxyphenyl)-6-methylpyridine-3-carboxamide